CC1=CC=C(C=C1)S(=O)(=O)O.CC1=CC=C(C=C1)S(=O)(=O)O.FCCCN1CC(C1)N 1-(3-fluoropropyl)azetidin-3-amine bis-p-toluenesulfonate